C(C)OC(=O)C1=NN(C(=C1)NC(=O)C=1C2=CC=CC=C2C=2C=CC=CC2C1)C1=CC=CC=C1 5-(phenanthrene-9-carboxamido)-1-phenyl-1H-pyrazole-3-carboxylic acid ethyl ester